tert-butyl N-cyclopropyl-N-[1-[7-[[8-[(2,4-dioxopyrimidin-1-yl)methyl]-6-methyl-imidazo[1,2-a]pyrazin-2-yl]carbamoyl]-2-methyl-indazol-4-yl]-4-piperidyl]carbamate C1(CC1)N(C(OC(C)(C)C)=O)C1CCN(CC1)C=1C2=CN(N=C2C(=CC1)C(NC=1N=C2N(C=C(N=C2CN2C(NC(C=C2)=O)=O)C)C1)=O)C